(R)-4-((4-(3-chloro-4-(2-chloro-3-(1-methyl-4,5,6,7-tetrahydro-1H-imidazo[4,5-c]pyridine-2-carboxamido)phenyl)pyridin-2-yl)-2-methoxybenzyl)amino)-3-hydroxybutanoic acid ClC=1C(=NC=CC1C1=C(C(=CC=C1)NC(=O)C=1N(C2=C(CNCC2)N1)C)Cl)C1=CC(=C(CNC[C@@H](CC(=O)O)O)C=C1)OC